NC1=C(N=CC(=N1)N1CCC(CC1)(C)NCC1=CC=C(C=N1)N1C(NC(CC1)=O)=O)C1=C(C(=CC=C1)Cl)Cl 1-(6-(((1-(6-amino-5-(2,3-dichlorophenyl)pyrazin-2-yl)-4-methylpiperidin-4-yl)amino)methyl)pyridin-3-yl)dihydropyrimidine-2,4(1H,3H)-dione